ClC1=CC=C(C=C1)C(C(F)(F)F)N(S(=O)(=O)C1=C(N(C(C(=C1)C)=O)C)C)CC N-(1-(4-chlorophenyl)-2,2,2-trifluoroethyl)-N-ethyl-1,2,5-trimethyl-6-oxo-1,6-dihydropyridine-3-sulfonamide